Butylamylamine C(CCC)CCCCCN